OC[C@@H](C(C)C)NC(OC(C)(C)C)=O tert-butyl (R)-(1-hydroxy-3-methylbutan-2-yl)carbamate